1-methyl-1,5,6,7-tetrahydro-4H-indol-4-one CN1C=CC=2C(CCCC12)=O